OCCC(CCCCCCC)=O (hydroxymethyl)nonan-2-one